3-(4-((bromoethyl)amino)-1-carbonylisoindoline-2-yl)piperidine-2,6-dione BrCCNC1=C2CN(C(C2=CC=C1)=C=O)C1C(NC(CC1)=O)=O